5-((2,4-dichloro-5-isopropoxyphenyl)amino)-4,4-dimethyl-5-oxopentanoic acid ClC1=C(C=C(C(=C1)Cl)OC(C)C)NC(C(CCC(=O)O)(C)C)=O